CNC(=O)C1CC2(C1)COC(NC2)=O N-methyl-7-oxo-6-oxa-8-azaspiro[3.5]nonane-2-carboxamide